C(CCCCC)C=1C(=O)NC(C1)=O hexylmaleimide